N-(4-cyanobenzyl)-1-methyl-8-((1-(N-methyl-N-(thiazol-2-yl)sulfamoyl)cyclopropyl)methoxy)-2-oxo-1,2-dihydropyrido[2,3-d]pyridazine-3-carboxamide C(#N)C1=CC=C(CNC(=O)C2=CC=3C(=C(N=NC3)OCC3(CC3)S(N(C=3SC=CN3)C)(=O)=O)N(C2=O)C)C=C1